((2R,7aS)-2-fluorohexahydro-1H-pyrrolizin-7a-yl)methoxy-4-(2,2,2-trifluoroethoxy)pyrido[4,3-d]pyrimidine F[C@@H]1C[C@@]2(CCCN2C1)COC=1N=C(C2=C(N1)C=CN=C2)OCC(F)(F)F